S1CC(C1)SCCSC(CSCC(SCCSC1CSC1)CSC1CSC1)CSC1CSC1 1,11-bis(3-thietanylthio)-4,8-bis(3-thietanylthiomethyl)-3,6,9-trithiaundecane